(E)-7-bromo-2-(2-(4-methylpyrimidin-2-yl)vinyl)quinoxaline BrC1=CC=C2N=CC(=NC2=C1)\C=C\C1=NC=CC(=N1)C